N-(2-amino-1-phenylethyl)-1-(2-((4-fluorophenyl)-amino)-5-methyl-pyridin-4-yl)-1H-imidazole-4-carboxamide NCC(C1=CC=CC=C1)NC(=O)C=1N=CN(C1)C1=CC(=NC=C1C)NC1=CC=C(C=C1)F